(R)-3-amino-1-(2-((6-amino-9H-purin-9-yl)methyl)-3-cyclopropyl-4-fluorophenyl)-N-cyclopropylpyrrolidine-3-carboxamide N[C@]1(CN(CC1)C1=C(C(=C(C=C1)F)C1CC1)CN1C2=NC=NC(=C2N=C1)N)C(=O)NC1CC1